bis(dimethylamino)methylvinylsilane CN(C)C(N(C)C)C=C[SiH3]